sodium decylxanthate C(CCCCCCCCC)OC(=S)[S-].[Na+]